FC1=C(C=CC(=C1)F)CON1N=C(C=C1)C1CCN(CC1)CC1=NC2=C(N1C[C@H]1OCC1)C=C(C=C2)C(=O)O 2-[(4-{1-[(2,4-difluorophenyl)methoxy]-1H-pyrazol-3-yl}piperidin-1-yl)methyl]-1-{[(2S)-oxetan-2-yl]methyl}-1H-benzimidazole-6-carboxylic acid